(tert-butyl)-N-((3-(7-(((3S,4R)-3-fluoro-1-methylpiperidin-4-yl)amino)-3-((R)-oxiran-2-yl)pyrazolo[1,5-a]pyridin-2-yl)-1,2,4-oxadiazol-5-yl)methyl)-1H-pyrazole-4-carboxamide C(C)(C)(C)N1N=CC(=C1)C(=O)NCC1=NC(=NO1)C1=NN2C(C=CC=C2N[C@H]2[C@H](CN(CC2)C)F)=C1[C@H]1OC1